N-phenylindole-2,3-dione C1(=CC=CC=C1)N1C(C(C2=CC=CC=C12)=O)=O